CC1=C(C=C(C=C1)C(=O)N1CCC(CC1)C1=CC=C(C=C1)OC1=NC=C(N=C1)C(F)(F)F)NS(=O)(=O)CC1=CC=CC=C1 N-(2-methyl-5-(4-(4-((5-(trifluoromethyl)pyrazin-2-yl)oxy)phenyl)piperidine-1-carbonyl)phenyl)-1-phenylmethanesulfonamide